(E)-N'-(2-fluoro-5-methoxybenzylidene)-6-(6-((1-methylazetidin-3-yl)oxy)pyridin-3-yl)pyrazine-2-carbohydrazide FC1=C(\C=N\NC(=O)C2=NC(=CN=C2)C=2C=NC(=CC2)OC2CN(C2)C)C=C(C=C1)OC